ethyllaurate C(C)OC(CCCCCCCCCCC)=O